FC1=NC(=CC(=C1C=O)I)F 2,6-difluoro-4-iodo-pyridine-3-carbaldehyde